(10,11-dihydrobenzo[6,7]oxepino[3,2-b]pyridin-11-yl)methanamine N1=C2C(=CC=C1)OC1=C(CC2CN)C=CC=C1